(3-hydroxytetrahydrofuran-3-yl)methyl (1-hydroxy-7-methyl-1,3-dihydrobenzo[c][1,2]oxaborole-6-carbonyl)-L-valinate OB1OCC2=C1C(=C(C=C2)C(=O)N[C@@H](C(C)C)C(=O)OCC2(COCC2)O)C